BrC=1C(=C(C=CC1)C1=NC2=C(N1)C(=CC(=C2)CO)I)C [2-(3-bromo-2-methyl-phenyl)-7-iodo-1H-benzimidazol-5-yl]methanol